4-[(methoxybenzylidene)amino]stilbene COC1=CC=C(C=C1)C=NC2=CC=C(C=C2)/C=C/C3=CC=CC=C3